2-amino-N-[(6-cyclopropyl-2-pyridyl)methyl]-8-methoxy-quinazoline-4-carboxamide NC1=NC2=C(C=CC=C2C(=N1)C(=O)NCC1=NC(=CC=C1)C1CC1)OC